FC(C(=O)O)(F)F.FC1CN=C(NC1)NC1=C2C=NNC2=CC(=C1)C(=O)NCC(=O)N[C@@H](CC(=O)OC)C1=CC(=CC(=C1)C(F)(F)F)I methyl (3S)-3-(2-(4-((5-fluoro-1,4,5,6-tetrahydropyrimidin-2-yl)amino)-1H-indazole-6-carboxamido)acetamido)-3-(3-iodo-5-(trifluoromethyl)phenyl)propanoate trifluoroacetate